8-chloro-N,N,2-trimethyl-5-(5-methylfuran-2-yl)-[1,2,4]triazolo[1,5-c]pyrimidin-7-amine ClC=1C=2N(C(=NC1N(C)C)C=1OC(=CC1)C)N=C(N2)C